CC1=C(C(=NC=C1)C(C)C)C#N 4-METHYL-2-PROPAN-2-YL-PYRIDINE-3-CARBONITRILE